FC=1C=C(C=CC1)NC(C=CC1=CC=C2C=NN(C2=C1)C1OCCCC1)=O N-(3-fluorophenyl)-3-[1-(oxan-2-yl)indazol-6-yl]prop-2-enamide